[Cl-].C1(=CC=CC=C1)PC(C1=C(C=C(C=C1C)C)C)=O phenyl-(2,4,6-trimethylbenzoyl)phosphine chloride